C(C(C)C)C(C=O)=CC1=CC=CC=C1 isobutylcinnamaldehyde